N[C@@H](CCCNC(N)=N)C(=O)O.C(C)(C)C1=C(OC2OC(CCC2)OP(=O)(O)O)C(=CC=C1)C(C)C 2-(2,6-diisopropylphenoxy)-tetrahydropyran-6-yl-dihydrogenphosphate-arginine